ClC(=CC(Cl)Cl)Cl 1,1,3,3-tetrachloropropene